FC(C1=CC=C(C=C1)NC1CCN(CC1)C(=O)OC(C)(C)C)(F)F tert-butyl 4-((4-(trifluoromethyl)phenyl)amino)piperidine-1-carboxylate